N-(2,6-dioxo-3-piperidinyl)-3-azetidineacetamide O=C1NC(CCC1NC(CC1CNC1)=O)=O